C(C)C1C(CCCC1CC)=O 2,3-diethylcyclohexan-1-one